ClC1=C(C(=NN1C)C1=NOC(=C1)C)C(=O)N1CC2(CN(C2)CCC(C)(C)C)CC1 (5-Chloro-1-methyl-3-(5-methylisoxazol-3-yl)-1H-pyrazol-4-yl)(2-(3,3-dimethylbutyl)-2,6-diazaspiro[3.4]octan-6-yl)methanone